tert-butyl 2-[(2-methoxy-4-methoxycarbonyl-6-nitro-anilino) methyl]-1,9-diazatricyclo[6.3.1.04,12]dodeca-2,4(12),5,7-tetraene-9-carboxylate COC1=C(NCC=2N3CCN(C4=CC=CC(C2)=C34)C(=O)OC(C)(C)C)C(=CC(=C1)C(=O)OC)[N+](=O)[O-]